isopropyltin oxide hydroxide [OH-].C(C)(C)[Sn+]=O